4,6-dimethyloctadecyl hexyloxymethyl ether C(CCCCC)OCOCCCC(CC(CCCCCCCCCCCC)C)C